(4-amino-2-spiro[2.5]oct-5-en-6-ylphenyl)-N-[2-(4,4-difluoropiperidinyl)-6-methylpyrimidin-4-yl]carboxamide NC1=CC(=C(C=C1)C(=O)NC1=NC(=NC(=C1)C)N1CCC(CC1)(F)F)C1=CCC2(CC2)CC1